C1(CC1)C(=O)NC1=CC(=C(N=N1)C(=O)NC([2H])([2H])[2H])NC1=CC=CC=2C3=C(CN(C12)C)N=C(O3)C 6-(cyclopropanecarboxamido)-4-((2,5-dimethyl-4,5-dihydrooxazolo[4,5-c]quinolin-6-yl)amino)-N-(methyl-d3)pyridazine-3-carboxamide